4-(phenylethynyl)-N-phenylthieno[2,3-c]pyridine-2-carboxamide C1(=CC=CC=C1)C#CC1=C2C(=CN=C1)SC(=C2)C(=O)NC2=CC=CC=C2